C(C)OC1C=NC=C(C1=O)OCC 3,5-diethoxypyridin-4-one